4-CYANO-2,5-DIFLUOROPHENYLBORONIC ACID C(#N)C1=CC(=C(C=C1F)B(O)O)F